tert-butyl (1-((1R,5S,6s)-3-oxabicyclo[3.1.0]hexan-6-yl)-2-hydroxyethyl)carbamate [C@@H]12COC[C@H]2C1C(CO)NC(OC(C)(C)C)=O